[3-(4-{6-[5-(4-chloro-phenyl)-[1,3,4]oxadiazol-2-yl]-1H-benzimidazol-2-yl}-3,5-dimethyl-phenyl)-propyl]-phosphonic acid ClC1=CC=C(C=C1)C1=NN=C(O1)C=1C=CC2=C(NC(=N2)C2=C(C=C(C=C2C)CCCP(O)(O)=O)C)C1